FC=1C(=NC(=NC1)NC1=NC=C(C=C1)CN1CCNCC1)C=1C=C(C2=C(N(C(=N2)C)C(C)C)C1)F 5-fluoro-4-(4-fluoro-1-isopropyl-2-methyl-1H-benzo[d]imidazol-6-yl)-N-(5-(piperazin-1-ylmethyl)pyridin-2-yl)pyrimidin-2-amine